1,2,3,4,5,6-hexakis(bromomethyl)benzene BrCC1=C(C(=C(C(=C1CBr)CBr)CBr)CBr)CBr